3-tert-Butyl-9H-carbazole C(C)(C)(C)C=1C=CC=2NC3=CC=CC=C3C2C1